NC(C#N)CCSC alpha-amino-gamma-methylthiobutyronitrile